isopentylguanidine hydrochloride Cl.C(CC(C)C)NC(=N)N